C(C)P(=O)(CC)C=1C=2N(N=C(C1)N1[C@@H](COCC1)C)C=NC2 (3R)-4-[4-(diethylphosphoryl)imidazo[1,5-b]pyridazin-2-yl]-3-methylmorpholine